CC1=CC=C(C=N1)NNC=N N-[(6-methylpyridin-3-yl)amino]methanimidamide